2-(2-ethoxy-5-((3-(2-hydroxyethyl)azetidin-1-yl)sulfonyl)phenyl)-5-methyl-7-propylimidazo[5,1-f][1,2,4]triazin-4(3H)-one C(C)OC1=C(C=C(C=C1)S(=O)(=O)N1CC(C1)CCO)C1=NN2C(C(N1)=O)=C(N=C2CCC)C